C1(CC1)C1=C(C=C(C=N1)C#N)O 6-cyclopropyl-5-hydroxy-pyridine-3-carbonitrile